OC[C@H]1O[C@H]([C@@H]([C@H]([C@@H]1O)O)O)C1=C(C=CC=C1)CC1=CC=C(C=C1)OC (2R,3S,4R,5R,6S)-2-(hydroxymethyl)-6-(2-(4-methoxybenzyl)phenyl)tetrahydro-2H-pyran-3,4,5-triol